tert-butyl 4-((2,6-dihydroxy-5'-methyl-4-pentyl-2'-(prop-1-en-2-yl)-1',2',3',4'-tetrahydro-[1,1'-biphenyl]-3-yl)sulfonyl)piperazine-1-carboxylate OC1=C(C(=CC(=C1S(=O)(=O)N1CCN(CC1)C(=O)OC(C)(C)C)CCCCC)O)C1C(CCC(=C1)C)C(=C)C